hexafluoroheptadecan-9-ol FC(CCCCCCCC(CCCCCCCC(F)(F)F)O)(F)F